(S)-N-(2-oxo-2,3-dihydro-1H-benzo[d]imidazol-5-yl)-1,2,3,4-tetrahydronaphthalene-1-carboxamide O=C1NC2=C(N1)C=CC(=C2)NC(=O)[C@H]2CCCC1=CC=CC=C21